C1(CCCCC1)N1C[C@H]([C@H](CC1)CNC(=O)C1=NOC(=C1)C1=C(C=C(C=C1)F)F)C(=O)[O-] (3S,4S)-1-cyclohexyl-4-{[5-(2,4-difluoro-phenyl)-isoxazole-3-carbonyl]-amino}Methyl-piperidine-3-carboxylate